methyl (2R)-2-[(3S)-1-(2-ethyl-6-{1-methyl-5-[(oxan-2-yloxy)methyl]-1H-1,2,3-triazol-4-yl}pyridin-3-yl)pyrrolidin-3-yl]propanoate C(C)C1=NC(=CC=C1N1C[C@@H](CC1)[C@H](C(=O)OC)C)C=1N=NN(C1COC1OCCCC1)C